N-(6-(difluoromethyl)pyridin-2-yl)-2-((tetrahydrofuran-3-yl)methyl)-2H-pyrazolo[3,4-c]pyridine-5-carboxamide FC(C1=CC=CC(=N1)NC(=O)C1=CC=2C(C=N1)=NN(C2)CC2COCC2)F